C(C)(C)(C)C=1SC2=C(N1)C=CC1(CCN(CC1)C(=O)OC(C)(C)C)C2 tert-butyl 2-(tert-butyl)-7H-spiro[benzo[d]thiazole-6,4'-piperidine]-1'-carboxylate